[C@@]12(CNC[C@@H]2C1)C1=CC=C(C=C1)C=1C=C(C(=NC1F)N)C=1C=C2CCNC(C2=CC1)=O 6-(5-(4-((1S,5R)-3-azabicyclo[3.1.0]hexan-1-yl)phenyl)-2-amino-6-fluoropyridin-3-yl)-3,4-dihydroisoquinolin-1(2H)-one